(R)-1-(3-Benzyl-4-(3-(2,4-difluoro-3-hydroxy-5-(trifluoromethyl)phenyl)-1-methyl-1H-pyrazolo[3,4-d]pyrimidin-6-yl)piperazin-1-yl)-2,2,2-trifluoroethan-1-one C(C1=CC=CC=C1)[C@@H]1CN(CCN1C1=NC=C2C(=N1)N(N=C2C2=C(C(=C(C(=C2)C(F)(F)F)F)O)F)C)C(C(F)(F)F)=O